diaminopropan NC(C)(C)N